2-(pyridine-2-yl)-2-(p-tolyl)acetic acid methyl ester hydrochloride Cl.COC(C(C1=CC=C(C=C1)C)C1=NC=CC=C1)=O